O\N=C\C1=CC(=C(OC[C@@H]2CN([C@H](O2)C(F)(F)F)C2=CC(=C(C#N)C=C2)C(F)(F)F)C=C1)[N+](=O)[O-] 4-((2R,5S)-5-((4-((E)-(Hydroxyimino)methyl)-2-nitrophenoxy)methyl)-2-(trifluoromethyl)oxazolidin-3-yl)-2-(trifluoromethyl)benzonitril